C1(CCC1)[C@H]1[C@@H](C1)C=1C=2N(N=C(C1)C=1C(NC(NC1)=O)=O)C=CN2 5-(8-((1R,2S)-2-cyclobutylcyclopropyl)imidazo[1,2-b]pyridazin-6-yl)pyrimidine-2,4(1H,3H)-dione